5-bromo-N-(4-(trifluoromethyl)benzyl)thiophene-2-carboxamide BrC1=CC=C(S1)C(=O)NCC1=CC=C(C=C1)C(F)(F)F